FC1=C(C=CC(=C1)OCF)C1=CN=C(N1C)C(=O)N 5-[2-fluoro-4-(fluoromethoxy)phenyl]-1-methyl-imidazole-2-carboxamide